N-(1-(3-(5-formylthiophen-2-yl)phenyl)ethyl)-6-methylquinoline-7-carboxamide C(=O)C1=CC=C(S1)C=1C=C(C=CC1)C(C)NC(=O)C1=C(C=C2C=CC=NC2=C1)C